(2R,3R,4R,5R)-5-((benzoyloxy)methyl)-2-cyano-2-(2,4-dioxo-3,4-dihydropyrimidin-1(2H)-yl)tetrahydrofuran-3,4-diyl dibenzoate C(C1=CC=CC=C1)(=O)O[C@H]1[C@@](O[C@@H]([C@H]1OC(C1=CC=CC=C1)=O)COC(C1=CC=CC=C1)=O)(N1C(NC(C=C1)=O)=O)C#N